CN(CCNC(C(CCSSCCCCC)(C)C)=O)CCNC(C(CCSSCCCCC)(C)C)=O N,N'-((methylazanediyl)bis(ethane-2,1-diyl))bis(2,2-dimethyl-4-(pentyldi-sulfanyl)butanamide)